Sodium pyridine-2-carboxylate N1=C(C=CC=C1)C(=O)[O-].[Na+]